1,1-bis(2,3-dicarboxyphenoxy)ethane C(=O)(O)C1=C(OC(C)OC2=C(C(=CC=C2)C(=O)O)C(=O)O)C=CC=C1C(=O)O